(2S,4R)-4-(difluoromethoxy)-1-glycyl-N-((1-(phenylsulfonyl)-1H-pyrrolo[3,2-c]pyridin-2-yl)methyl)pyrrolidine-2-carboxamide hydrochloride Cl.FC(O[C@@H]1C[C@H](N(C1)C(CN)=O)C(=O)NCC1=CC=2C=NC=CC2N1S(=O)(=O)C1=CC=CC=C1)F